CSC(CC(=O)C1=C(C(=CC(=C1)F)Br)OC)=S 3-(3-bromo-5-fluoro-2-methoxyphenyl)-3-oxodithiopropionic acid methyl ester